3-(4-((4-(2-(bicyclo[1.1.1]pentan-1-ylamino)ethyl)benzyl)thio)-1-oxoisoindolin-2-yl)piperidine-2,6-dione C12(CC(C1)C2)NCCC2=CC=C(CSC1=C3CN(C(C3=CC=C1)=O)C1C(NC(CC1)=O)=O)C=C2